C(C1=CC=CC=C1)C=1C=C(C(=NC1F)F)C(=O)NS(=O)(=O)C1=CC=CC(=N1)NC(CC[C@H]1CC(N(C1)C(=O)OC(C)(C)C)(C)C)C1=NC=CC(=C1)C(C)(C)C tert-butyl (4S)-4-[3-[[6-[(5-benzyl-2,6-difluoro-pyridine-3-carbonyl)sulfamoyl]-2-pyridyl]amino]-3-(4-tert-butyl-2-pyridyl)propyl]-2,2-dimethyl-pyrrolidine-1-carboxylate